2-(morpholin-4-yl)-4-phenyl-8-[2-(tetrahydropyran-2-yl)-2H-pyrazol-3-yl]-[1,7]Naphthyridine N1(CCOCC1)C1=NC2=C(N=CC=C2C(=C1)C1=CC=CC=C1)C=1N(N=CC1)C1OCCCC1